tert-butyl (1R,3aS,6aR)-5-(6-cyano-1-methyl-2-oxo-1,2-dihydro-1,5-naphthyridin-4-yl)-1-methylhexahydropyrrolo[3,4-c]pyrrole-2(1H)-carboxylate C(#N)C=1N=C2C(=CC(N(C2=CC1)C)=O)N1C[C@H]2[C@@H](C1)CN([C@@H]2C)C(=O)OC(C)(C)C